O1C(=NC2=C1C=CC=C2)C2(CCN(CC2)C2=C(C(N(C1=CC=CC=C21)C)=O)C(=O)NC)C 4-[4-(1,3-benzoxazol-2-yl)-4-methylpiperidin-1-yl]-N,1-dimethyl-2-oxo-1,2-dihydroquinoline-3-carboxamide